6'-Nitrospiro[1,3-dithiolane-2,1'-indane] [N+](=O)([O-])C1=CC=C2CCC3(C2=C1)SCCS3